N1CCC[C@]12CN(CC2)C2=C1C(=NC=C2)N(C=C1C=1SC=CN1)COCC[Si](C)(C)C 2-[[4-[(5S)-1,7-diazaspiro[4.4]nonan-7-yl]-3-thiazol-2-yl-pyrrolo[2,3-b]pyridin-1-yl]methoxy]ethyl-trimethyl-silane